CN(C1=NC=2N(C3=CC(=CC=C13)NS(=O)(=O)C)C=NN2)C2=CC=CC=C2 N-(5-(methyl(phenyl)amino)-[1,2,4]triazolo[4,3-a]quinazolin-8-yl)methanesulfonamide